CN(CCN(C=1C(=CC(=CC1)NC=1N=C(C2=C(N1)NC=C2)C2=CN(C1=CC=C(C=C21)F)C)N)CC)C N1-(2-(dimethylamino)ethyl)-N1-ethyl-N4-(4-(5-fluoro-1-methyl-1H-indol-3-yl)-7H-pyrrolo[2,3-d]pyrimidin-2-yl)benzene-1,2,4-triamine